7-(2-amino-4,6-dimethyl-7H-pyrrolo[2,3-d]pyrimidin-5-yl)-1,3-benzodioxole-4-carbonitrile NC=1N=C(C2=C(N1)NC(=C2C2=CC=C(C1=C2OCO1)C#N)C)C